C(C)(C)(C)OC(C[C@H]1C[C@H](OC(O1)(C)C)CCN1C(=C(C(=C1C1=CC=C(C=C1)F)C1=CC=CC=C1)C(=O)NC1=CC=C(C(=O)O)C=C1)C(C)C)=O 4-(1-(2-((4R,6R)-6-(2-(tert-butoxy)-2-oxoethyl)-2,2-dimethyl-1,3-dioxan-4-yl)ethyl)-5-(4-fluorophenyl)-2-isopropyl-4-phenyl-1H-pyrrole-3-carboxamido)benzoic acid